BrC1(CC=C(C=C1)Br)CC 1,4-dibromo-phenylethane